2-chloro-4-(1-(pyrrolidin-3-yl)-1H-pyrazol-4-yl)pyrimidine ClC1=NC=CC(=N1)C=1C=NN(C1)C1CNCC1